4-(methoxycarbonyl)cyclohexanemethanol COC(=O)C1CCC(CC1)CO